3-(3,4-dihydroxyphenyl)-N-(4-(methylsulfonamido)phenethyl)propanamide OC=1C=C(C=CC1O)CCC(=O)NCCC1=CC=C(C=C1)NS(=O)(=O)C